2,2-di-methylpropionic acid CC(C(=O)O)(C)C